6-((4-((5-Cyclopropyl-3-(3,5-dichloropyridin-4-yl)isoxazol-4-yl)methoxy)bicyclo[2.2.2]octan-1-yl)ethynyl)chinolin C1(CC1)C1=C(C(=NO1)C1=C(C=NC=C1Cl)Cl)COC12CCC(CC1)(CC2)C#CC=2C=C1C=CC=NC1=CC2